C(C)(C)C1=CC(NN=C1)=O 5-isopropylpyridazin-3(2H)-one